CN1C(=NN=C1)C[C@@H](C)C=1C=C(C(=O)NC2=NC(=CC=C2)C(F)(F)F)C=CC1 3-[(2R)-1-(4-methyl-4H-1,2,4-triazol-3-yl)propan-2-yl]-N-[6-(trifluoromethyl)pyridin-2-yl]benzamide